3-((5-(3-(2-fluoroethyl)-2-methyl-3H-imidazo[4,5-b]pyridin-5-yl)pyrrolo[2,1-f][1,2,4]triazin-2-yl)amino)-1-methylcyclobutane-1-ol FCCN1C(=NC=2C1=NC(=CC2)C=2C=CN1N=C(N=CC12)NC1CC(C1)(O)C)C